2,4-dihydroxy-N-(1H-indazol-5-yl)-5-isopropylbenzamide OC1=C(C(=O)NC=2C=C3C=NNC3=CC2)C=C(C(=C1)O)C(C)C